lithium water compound with water O.O.[Li]